OC1=C(C=CC=C1)C(\C=C\C1=CC(=C(C=C1)OC)CC=C(C)C)=O (E)-1-(2-Hydroxyphenyl)-3-[4-methoxy-3-(3-methylbut-2-enyl)phenyl]prop-2-en-1-one